3-fluoro-5-(3-(3-hydroxy-2,6-dimethylphenyl)-4-oxo-7-tolyl-4,7-dihydro-3H-pyrrolo[2,3-d]pyrimidin-6-yl)pyridinenitrile FC=1C(=NC=C(C1)C1=CC2=C(N=CN(C2=O)C2=C(C(=CC=C2C)O)C)N1C1=C(C=CC=C1)C)C#N